C(#N)CC(=O)N1C[C@@H]([C@@H](CC1)C)N(C=1C2=C(N=CN1)N(C=C2)COC(C2=C(C=CC=C2)OC(C)=O)=O)C (4-(((3R,4R)-1-(2-cyanoacetyl)-4-methylpiperidin-3-yl)(methyl)amino)-7H-pyrrolo[2,3-d]pyrimidin-7-yl)methyl-2-acetoxybenzoate